OC(CCCCCCCCCCCCCCCCCCC(=O)O)CC=CCC=CC 20-Hydroxy-heptacosa-22,25-dienoic acid